CN1CCN(CC1)CC1=C(C=C(C(=O)NC=2C=NC(=C(C2)NC2=NC=CC(=N2)C=2C=NC=CC2)C)C=C1)C(F)(F)F 4-[(4-methyl-1-piperazinyl)methyl]-N-[6-methyl-5-[(4-(3-pyridyl)-2-pyrimidinyl)amino]pyridin-3-yl]-3-(trifluoromethyl)-benzamide